FC1=CC=C(C=C1)C1=C(C=C2C(=NC(N3C2=C1SC[C@H](C3)O)=O)N3C[C@@H](N([C@@H](C3)C)C(=O)OC(C)(C)C)C)C(F)(F)F tert-butyl (2S,6R)-4-((S)-11-(4-fluorophenyl)-3-hydroxy-6-oxo-10-(trifluoromethyl)-3,4-dihydro-2H,6H-[1,4]thiazepino[2,3,4-ij]quinazolin-8-yl)-2,6-dimethylpiperazine-1-carboxylate